C(=C)C1=CC=C(C=C1)P([O-])([O-])=O.[Na+].[Na+] sodium (4-vinylphenyl)phosphonate